C(C=C)(=O)OCCCOC(C=C)=O 1,3-Propandiol diacrylate